CS(=O)(=O)OCC1=CC=C(C=C1)CN(C(OC(C)(C)C)=O)C tert-Butyl N-({4-[(methanesulfonyloxy)methyl]phenyl}methyl)-N-methylcarbamate